C1(CC1)NC1=NC(N(C2=CC(=CC=C12)C(F)(F)F)C1=NC=CC=C1C#C)=O 4-(cyclopropylamino)-1-(3-ethynylpyridin-2-yl)-7-(trifluoromethyl)quinazolin-2(1H)-one